4-(6-(5-((2,4-difluorophenyl)sulfonamido)-6-methoxypyridin-3-yl)cinnolin-4-yl)piperazine-1-carboxylic acid tertButyl ester C(C)(C)(C)OC(=O)N1CCN(CC1)C1=CN=NC2=CC=C(C=C12)C=1C=NC(=C(C1)NS(=O)(=O)C1=C(C=C(C=C1)F)F)OC